N-(3-Cyano-4-methyl-1H-indol-7-yl)-1-(3-hydroxypropyl)pyrazol-4-sulfonamid C(#N)C1=CNC2=C(C=CC(=C12)C)NS(=O)(=O)C=1C=NN(C1)CCCO